N[C@H](CC=1C=C2N(N=C(C=C2NCC=2SC=CC2)Cl)C1C)C (S)-6-(2-aminopropyl)-2-chloro-7-methyl-N-(thiophen-2-ylmethyl)pyrrolo[1,2-b]pyridazin-4-amine